CC(CC/C=C(\\C)/CC/C=C(\\C)/CC/C=C(\\C)/CCC=C(C)C)CCOP(=O)(O)OP(=O)(O)OC1[C@@H]([C@H]([C@@H]([C@H](O1)CO)O[C@H]2[C@@H]([C@H]([C@@H]([C@H](O2)CO)O[C@H]3[C@H]([C@H]([C@@H]([C@H](O3)CO[C@@H]4[C@H]([C@H]([C@@H]([C@H](O4)CO)O)O)O)O)O)O)O)NC(=O)C)O)NC(=O)C The molecule is a dolichyl diphosphooligosaccharide intermediate involved in post-translational modification of proteins. It is a dolichyl diphosphooligosaccharide and a glucosamine oligosaccharide.